4-(4-(1-cyclohexylpiperidin-4-yl)phenoxy)-1H-1,2,3-triazole-5-carboxylic acid C1(CCCCC1)N1CCC(CC1)C1=CC=C(OC=2N=NNC2C(=O)O)C=C1